α-phenyl-Adipic acid C1(=CC=CC=C1)C(C(=O)O)CCCC(=O)O